4-((2-(1H-1,2,3-triazol-1-yl)pyrimidin-4-yl)methoxy)benzene N1(N=NC=C1)C1=NC=CC(=N1)COC1=CC=CC=C1